ClC1=C(C(=O)NC2=C3C(N(CC3=CC=C2)CC2CC2)=O)C(=CN=C1)Cl 3,5-dichloro-N-(2-(cyclopropylmethyl)-3-oxoisoindolin-4-yl)isonicotinamide